bis(6,6'-dimethyl-2,2'-bipyridine) copper (II) bis(trifluoromethylsulfonyl)imide [N-](S(=O)(=O)C(F)(F)F)S(=O)(=O)C(F)(F)F.[Cu+2].CC1=CC=CC(=N1)C1=NC(=CC=C1)C.CC1=CC=CC(=N1)C1=NC(=CC=C1)C.[N-](S(=O)(=O)C(F)(F)F)S(=O)(=O)C(F)(F)F